dicyclopentadienyl-dimethoxysilane C1(C=CC=C1)[Si](OC)(OC)C1C=CC=C1